C(CCCCC)C1CCC(O1)=O 5-hexyldihydrofuranone